CN1C(N(C2=C1C(=CC=C2)CC2CC(C2)OC2CCNCC2)C2C(NC(CC2)=O)=O)=O 3-[3-Methyl-2-oxo-4-[[3-(4-piperidyloxy)cyclobutyl]methyl]benzimidazol-1-yl]piperidine-2,6-dione